(2S,4R)-1-((S)-2-(1-fluorocyclopropane-1-carboxamido)-3,3-dimethylbutyryl)-4-hydroxypyrrolidine FC1(CC1)C(=O)N[C@H](C(=O)N1CC[C@H](C1)O)C(C)(C)C